((S)-4-((benzyloxy) carbonyl)-3-(cyanomethyl) piperazin-1-yl)-2-(((S)-1-methylpyrrolidin-2-yl) methoxy)-6,7-dihydro-5H-pyrimido[5,4-e][1,4]diazepin-5,8(9H)-dicarboxylate C(C1=CC=CC=C1)OC(=O)N1[C@H](CN(CC1)C1=NC(=NC2=C1N(CCN(C2)C(=O)[O-])C(=O)[O-])OC[C@H]2N(CCC2)C)CC#N